FC1=CC=C(C[C@@H](NC(C(C)(C)C)=O)C(=O)O)C=C1 (R)-4-fluoro-pivaloylphenylalanine